7-fluoro-1-oxo-2-(((1R,3S)-3-((6-oxo-5-(trifluoromethyl)-1,6-dihydropyridazin-4-yl)amino)cyclohexyl)methyl)-6-(5-(trifluoromethyl)pyrimidin-2-yl)-1,2-dihydroisoquinoline-4-carbonitrile FC1=C(C=C2C(=CN(C(C2=C1)=O)C[C@H]1C[C@H](CCC1)NC=1C=NNC(C1C(F)(F)F)=O)C#N)C1=NC=C(C=N1)C(F)(F)F